O=C1N(C(C=C1)=O)CCC(NCCOCCOCCOCCOCCOCCOCCOCCOCCOCCOCCOCCOCCC(NCC(=O)N1[C@@H](CCC1)C(=O)N)=O)=O (S)-1-(46-(2,5-dioxo-2,5-dihydro-1H-pyrrol-1-yl)-4,44-dioxo-7,10,13,16,19,22,25,28,31,34,37,40-dodecaoxa-3,43-diazahexatetracontanoyl)pyrrolidine-2-carboxamide